The molecule is an ortho-fused bicyclic hydrocarbon consisting of a benzene ring fused to a cyclopentane ring; a high-boiling (176 (o)C) colourless liquid. It is a member of indanes and an ortho-fused bicyclic hydrocarbon. C1CC2=CC=CC=C2C1